2-(2-heptadec-8-enyl-2-imidazolin-1-yl)ethanol C(CCCCCCC=CCCCCCCCC)C=1N(CCN1)CCO